ethyl-tertiary butanol C(C)CC(C)(C)O